C(C)(C)N1C(=NC=C1)C1=CC=C(C=C1)C=1C=C(C=NC1)C1=CC=NC2=C1C=C1N2CCN(C1=O)C 4-(5-(4-(1-isopropyl-1H-imidazol-2-yl)phenyl)pyridin-3-yl)-7-methyl-8,9-dihydropyrido[3',2':4,5]pyrrolo[1,2-a]pyrazin-6(7H)-one